3-(7-bromo-2-oxo-1,3-benzoxazol-3-yl)piperidine BrC1=CC=CC=2N(C(OC21)=O)C2CNCCC2